ClC1=NC=C(C(=C1)N1CCC(CC1)(C)CO)C#CCCF (1-(2-chloro-5-(4-fluorobut-1-yn-1-yl)pyridin-4-yl)-4-methylpiperidin-4-yl)methanol